3,3-Di((9Z,12Z)-octadeca-9,12-dien-1-yl)cyclobutyl-4-(dimethylamino)butanoate C(CCCCCCC\C=C/C\C=C/CCCCC)C1(CC(C1)OC(CCCN(C)C)=O)CCCCCCCC\C=C/C\C=C/CCCCC